COC1=C(C(=CC(=C1)OC)CCCCC)S(=O)(=O)C 1,5-dimethoxy-2-methylsulfonyl-3-pentyl-benzene